(7-(3-hydroxy-3-methylbut-1-yn-1-yl)-5-methyl-4-oxo-2,3,4,5-tetrahydrobenzo[b][1,4]oxazepin-3-yl)-4-phenoxypyridineamide OC(C#CC1=CC2=C(OCC(C(N2C)=O)C=2C(=NC=CC2OC2=CC=CC=C2)C(=O)N)C=C1)(C)C